CN(CCCCCCCC\C=C/CCCCCCCC)CCSSCCN(C(CCCCCCCC1C(C1)CCCCCCCC)CCCCCCCCC)C (Z)-N-methyl-N-(2-((2-(methyl(1-(2-octylcyclopropyl)heptadecan-8-yl)amino)ethyl)disulfaneyl)ethyl)octadec-9-en-1-amine